O1CC[C@@H](C2=CC=CC=C12)NC(=O)C=1C=NC2=C(C=CC=C2C1C(C)C)N1CCCCC1 N-[(4S)-3,4-dihydro-2H-chromen-4-yl]-8-(piperidin-1-yl)-4-(propan-2-yl)quinoline-3-carboxamide